CC(CC[C@H](C(=O)OC)OS(=O)(=O)C(F)(F)F)(C)C.C[Si](O[Si](O[Si](C1=CC=CC=C1)(C1=CC=CC=C1)C1=CC=CC=C1)(C1=CC=CC=C1)C1=CC=CC=C1)(C)C trimethyl pentaphenyl trisiloxane methyl (R)-5,5-dimethyl-2-(((trifluoromethyl)sulfonyl)oxy)hexanoate